5-chloro-2-(difluoromethyl)-N-((1r,4r)-4-((2-oxo-3-(6-(2-oxopyrrolidin-1-yl)pyridin-3-yl)-2,3-dihydro-1H-benzo[d]imidazol-1-yl)methyl)cyclohexyl)nicotinamide ClC=1C=NC(=C(C(=O)NC2CCC(CC2)CN2C(N(C3=C2C=CC=C3)C=3C=NC(=CC3)N3C(CCC3)=O)=O)C1)C(F)F